BrC1=C(C#N)C(=CC(=C1)C(F)(F)F)OC1CC1 2-bromo-6-cyclopropoxy-4-(trifluoromethyl)benzonitrile